CN(/C=C/C(=O)C1=C(C=CC=C1)C)C (E)-3-(dimethylamino)-1-(2-methylphenyl)-2-propen-1-one